2-Chloro-4-((3S)-8-(4-(4-((1-(3-((2,6-dioxopiperidin-3-yl)amino)phenyl)piperidine-4-yl)methyl)piperazine-1-carbonyl)phenyl)-3-methyl-2,8-diazaspiro[4.5]dec-2-yl)benzonitrile ClC1=C(C#N)C=CC(=C1)N1CC2(C[C@@H]1C)CCN(CC2)C2=CC=C(C=C2)C(=O)N2CCN(CC2)CC2CCN(CC2)C2=CC(=CC=C2)NC2C(NC(CC2)=O)=O